NC=1C2=C(N=CN1)N(C(=C2C2=CC=C(C=C2)OC2=NC(=CC=C2)C)C=2CN(CC2)C(=O)OC(C)(C)C)C tert-butyl 3-(4-amino-7-methyl-5-[4-[(6-methylpyridin-2-yl)oxy]phenyl]pyrrolo[2,3-d]pyrimidin-6-yl)-2,5-dihydropyrrole-1-carboxylate